(4-isopropylphenyl)boronic acid C(C)(C)C1=CC=C(C=C1)B(O)O